2,3-Dihydroxypropyl acetate [2,3-Dihydroxypropyl acetate] OC(CCC(=O)O)CO.C(C)(=O)OCC(CO)O